C(C(=C)C)(=O)OCC1CCC(CC1)CC(C(=O)O[C@](CC)(C1=CC=CC=C1)NC(C)=O)C(C)=O (R)-acetamidophenylpropanol (4-(methacryloyloxymethyl)cyclohexyl)methyl-3-oxobutanoate